(S)-3-((4-((4-methoxyphenyl)sulfonamido)naphthalen-1-yl)(2-methylbenzyl)amino)butanoic acid COC1=CC=C(C=C1)S(=O)(=O)NC1=CC=C(C2=CC=CC=C12)N([C@H](CC(=O)O)C)CC1=C(C=CC=C1)C